(2R,4R)-N-((2S)-1-(((2-amino-4,5,6,7-tetrahydrobenzo[d]thiazol-6-yl)methyl)amino)-1-oxopropan-2-yl)-4-phenylpyrrolidine-2-carboxamide di-trifluoroacetate salt FC(C(=O)O)(F)F.FC(C(=O)O)(F)F.NC=1SC2=C(N1)CCC(C2)CNC([C@H](C)NC(=O)[C@@H]2NC[C@H](C2)C2=CC=CC=C2)=O